FC(C=1N=C(C(=NC1C1=CC=CC=2N(C=NC21)C)C(=O)OC)NC2=CC=C(C=C2)N2CCOCC2)F methyl 5-(difluoromethyl)-6-(1-methylbenzimidazol-4-yl)-3-(4-morpholinoanilino)pyrazine-2-carboxylate